FC1(CCC(CC1)[C@H](NC(=O)C=1SC(=CC1)CCC(F)(F)F)C1=NC2=C(N1)C=CC(=C2)[C@@H](C)NC(CCC(F)(F)F)=O)F N-((S)-(4,4-Difluorocyclohexyl)(5-((R)-1-(4,4,4-trifluorobutanamido)ethyl)-1H-benzo[d]imidazol-2-yl)methyl)-5-(3,3,3-trifluoropropyl)thiophene-2-carboxamide